2-(3,3-dimethylbutoxy)cyclooctan-1-ol CC(CCOC1C(CCCCCC1)O)(C)C